ClC=1C=C2CC3=C(NN(CO3)C(=O)N(C3=CC=C(C=C3)SC(F)(F)F)C(=O)OC)C2=CC1 (4aS)-7-Chloro-2,5-dihydro-2-[[(methoxycarbonyl)[4-[(trifluoromethyl)thio]phenyl]amino]carbonyl]indeno[1,2-e][1,3,4]oxadiazin